N-(4-phenylpyridin-2-yl)-3-(pyridin-2-yl)-1,2,4-thiadiazol-5-amine C1(=CC=CC=C1)C1=CC(=NC=C1)NC1=NC(=NS1)C1=NC=CC=C1